1-bromo-2-fluoro-4-methyl-3-(3,4,4-trifluoro-4-(4-fluorophenyl)-butoxy)benzene BrC1=C(C(=C(C=C1)C)OCCC(C(C1=CC=C(C=C1)F)(F)F)F)F